FC=1C=C(C=CC1F)C1(CC(NCC1)=O)O 4-(3,4-difluorophenyl)-4-hydroxypiperidin-2-one